C1(=CC=CC=C1)N1N=CC=2C1=NC(=NC2)C#N 1-phenyl-1H-pyrazolo[3,4-d]Pyrimidine-6-carbonitrile